CC1(OC2(CC1)CCN(CC2)C=2OC1=C(C(C2)=O)C=CC=2NC(=NC21)C(F)(F)F)C 8-(2,2-dimethyl-1-oxa-8-azaspiro[4.5]decan-8-yl)-2-(trifluoromethyl)chromeno[7,8-d]imidazol-6(3H)-one